CCCCCCCCC Non-AN